COC1=C(C=C(C=C1)CCC)C1=NOC(=C1)CO (3-(2-methoxy-5-propylphenyl)isoxazole-5-yl)methanol